FC=1C(=C(C=CC1F)[C@H]1[C@@H](O[C@H]([C@H]1OC)C(C)C)C(=O)NC1=CC(=NC=C1)C(=O)OC)OC methyl 4-((2R,3R,4S,5S)-3-(3,4-difluoro-2-methoxyphenyl)-5-isopropyl-4-methoxytetrahydrofuran-2-carboxamido)picolinate